C(C)C=1C=CC(=C(C1)\N=C\C1=C2C=NNC2=CC=C1O)O (E)-4-(((5-ethyl-2-hydroxyphenyl)imino)methyl)-1H-indazol-5-ol